2-[(CYANOMETHYL)(METHYL)AMINO]PROPANOIC ACID C(#N)CN(C(C(=O)O)C)C